C(C1=CC=CC=C1)NC=1C(=NC=CN1)/C=C/C(=O)OC methyl (E)-3-(3-(benzylamino)pyrazin-2-yl)acrylate